CC1=NOC(=C1C=1C=C(C(=NC1)N[C@@H]1COCCC1)NC(C(O)C1=CC(=C(C=C1)OC)F)=O)C N-(5-(3,5-dimethylisoxazol-4-yl)-2-(((S)-tetrahydro-2H-pyran-3-yl)amino)pyridin-3-yl)-2-(3-fluoro-4-methoxyphenyl)-2-hydroxyacetamide